tetrahydrobenzo[f]isoindole C1NCC2CC3=C(C=C12)C=CC=C3